(2-(2,6-Dichlorophenyl)-9-(1-(tetrahydrofuran-3-yl)-1H-pyrazol-4-yl)imidazo[2,1-f][1,6]naphthyridin-3-yl)methanol ClC1=C(C(=CC=C1)Cl)C=1N=C2C=3C=C(C=NC3C=CN2C1CO)C=1C=NN(C1)C1COCC1